FC1=C(C=CC(=C1)C(F)(F)F)COC1CN(C1)C(=O)N1CC(CC1)C1=CN=NN1 [3-[[2-Fluoro-4-(trifluoromethyl)phenyl]methoxy]azetidin-1-yl]-[3-(1H-triazol-5-yl)pyrrolidin-1-yl]methanone